(2R,6S)-N-{2-benzyl-2-azaspiro[3.3]heptan-6-yl}-4-(4-methoxyphenyl)-2,6-dimethylpiperazine-1-carboxamide C(C1=CC=CC=C1)N1CC2(C1)CC(C2)NC(=O)N2[C@@H](CN(C[C@@H]2C)C2=CC=C(C=C2)OC)C